CC1=CC=C(C=C1)S(=O)(=O)O.NC/C(/COC1=CC2=C(N=C(O2)N(CCC)C)C=C1)=C\F (E)-6-((2-(amino-methyl)-3-fluoro-allyl)oxy)-N-methyl-N-propyl-benzo[d]oxazol-2-amine 4-methyl-benzenesulfonate